1-(3-(5-amino-3-(5-((4-(trifluoromethyl)pyridin-2-yl)oxy)pyridin-2-yl)imidazo[1,5-c]pyrimidin-1-yl)piperidin-1-yl)prop-2-en-1-one NC1=NC=CC=2N1C(=NC2C2CN(CCC2)C(C=C)=O)C2=NC=C(C=C2)OC2=NC=CC(=C2)C(F)(F)F